1-cyclopentyl-4-((6-phenylpyridazin-3-yl)methyl)-1,4-dihydropyrazine-2,3-dione C1(CCCC1)N1C(C(N(C=C1)CC=1N=NC(=CC1)C1=CC=CC=C1)=O)=O